N-(4-trifluoromethylbenzyl)-N-methylpentan-1-amine FC(C1=CC=C(CN(CCCCC)C)C=C1)(F)F